CC(C)(CC)OC(=O)C=1C=C(C=CC1)C1C2C=CC(C1)C2=O 5-(3-(2-methyl-2-butoxycarbonyl)phenyl)-7-oxo-bicyclo[2.2.1]Hept-2-ene